N'-(7-((5-(2-fluorophenyl)-4H-1,2,4-triazol-3-yl)methyl)-5-(2-methoxypyridin-3-yl)-7H-pyrrolo[2,3-d]pyrimidin-4-yl)-N,N-dimethylformamidine FC1=C(C=CC=C1)C=1NC(=NN1)CN1C=C(C2=C1N=CN=C2N=CN(C)C)C=2C(=NC=CC2)OC